CC1(C=C(C=CC1(N=C=O)N=C=O)C1=CC=CC=C1)C 3,3-dimethyl-4,4-diisocyanatobiphenyl